3-(3-oxo-3-(4-(3-(trifluoromethyl)phenyl)piperazin-1-yl)propyl)-3,5,6,7-tetrahydro-4H-benzo[6,7]cyclohepta[1,2-d]pyrimidin-4-one O=C(CCN1C=NC2=C(C1=O)CCCC1=C2C=CC=C1)N1CCN(CC1)C1=CC(=CC=C1)C(F)(F)F